CC=1SC(=CN1)C1=NC=2C(=C3C(=NC2)NC=C3)N1[C@@H]1CC[C@H](CC1)C#N Trans-4-(2-(2-methylthiazol-5-yl)imidazo[4,5-d]pyrrolo[2,3-b]pyridin-1(6H)-yl)cyclohexanecarbonitrile